tert-butyl 4-(((6-((2-(1H-pyrazol-1-yl)benzyl)amino)-9-isopropyl-9H-purin-2-yl)amino)methyl)-4-hydroxypiperidine-1-carboxylate N1(N=CC=C1)C1=C(CNC2=C3N=CN(C3=NC(=N2)NCC2(CCN(CC2)C(=O)OC(C)(C)C)O)C(C)C)C=CC=C1